C(C)(C)(C)C1=C(C(=C(C=C1F)C=1NC=2C=CN=C(C2C(C1)=O)C(=O)N)C)F 2-(4-tert-butyl-3,5-difluoro-2-methyl-phenyl)-4-oxo-1H-1,6-naphthyridine-5-carboxamide